tert-butyl 4-(6-(trifluoromethoxy)pyridin-2-yl)piperazine-1-carboxylate FC(OC1=CC=CC(=N1)N1CCN(CC1)C(=O)OC(C)(C)C)(F)F